2,3,4,6-tetra-O-benzyl-alpha-D-glucopyranosyl trichloroacetimidate ClC(C(O[C@@H]1[C@H](OCC2=CC=CC=C2)[C@@H](OCC2=CC=CC=C2)[C@H](OCC2=CC=CC=C2)[C@H](O1)COCC1=CC=CC=C1)=N)(Cl)Cl